C(C1=CC=CC=C1)OC1=C(C(=NC(=C1C)C1=C(C=C(C(=C1)F)C(F)(F)F)OC1=C(C(=C(C=C1)F)F)OC)C)C(=O)OCC ethyl 4-benzyloxy-6-[2-(3,4-difluoro-2-methoxy-phenoxy)-5-fluoro-4-(trifluoromethyl)phenyl]-2,5-dimethyl-pyridine-3-carboxylate